O=C([C@H](CC1=CC=CC=C1)NC(=O)C=1NC=CC1)N1CC=CCC1C=1C=NC=CC1 N-((2S)-1-oxo-3-phenyl-1-(6-(pyridin-3-yl)-5,6-dihydropyridin-1(2H)-yl)propan-2-yl)-1H-pyrrole-2-carboxamide